(4S,5R)-4-amino-5-[[4-(5-[3-[1-(2,6-dioxopiperidin-3-yl)-3-methyl-2-oxo-1,3-benzodiazol-4-yl]propoxy]pentyl)phenyl]meth-oxy]hexanamide hydrochloride Cl.N[C@@H](CCC(=O)N)[C@@H](C)OCC1=CC=C(C=C1)CCCCCOCCCC1=CC=CC=2N(C(N(C21)C)=O)C2C(NC(CC2)=O)=O